N-((3R,4S)-3-methyl-3-((((1s,4S)-4-phenylcyclohexyl)oxy)methyl)-1-(pyridin-2-yl)piperidin-4-yl)methanesulfonamide C[C@]1(CN(CC[C@@H]1NS(=O)(=O)C)C1=NC=CC=C1)COC1CCC(CC1)C1=CC=CC=C1